2-(3-chloro-4-fluorophenyl)-2,2-difluoroacetic acid ClC=1C=C(C=CC1F)C(C(=O)O)(F)F